FC(C)(F)C1=C(OCCN2CCN(CC2)C(=O)OC(C)(C)C)C=CC(=C1)[N+](=O)[O-] tert-Butyl 4-(2-(2-(1,1-difluoroethyl)-4-nitrophenoxy)ethyl)piperazine-1-carboxylate